COC(CCC=CC=C)OC 1,1-dimethoxy-4,6-heptadiene